tert-butyl (R)-(2-amino-1-(4-(ethylsulfonyl)phenyl) ethyl)carbamate NC[C@@H](C1=CC=C(C=C1)S(=O)(=O)CC)NC(OC(C)(C)C)=O